FC(C1=CC=C(CN2N=C(C3=CC=CC=C23)NC(=O)C=2OC=CC2)C=C1)(F)F N-(1-(4-(trifluoromethyl)benzyl)-1H-indazol-3-yl)furan-2-carboxamide